(R)-4-benzyl-3-((R)-2-(4-(6-fluoroquinolin-4-yl)cyclohexyl)propionyl)oxazolidin-2-one C(C1=CC=CC=C1)[C@H]1N(C(OC1)=O)C([C@H](C)C1CCC(CC1)C1=CC=NC2=CC=C(C=C12)F)=O